[6-(1-Ethylazetidin-3-yl)pyridazin-3-yl]-5-{7-methoxy-2-methyl-2H-pyrazolo[3,4-c]pyridin-5-yl}phenol C(C)N1CC(C1)C1=CC=C(N=N1)C1=C(C=C(C=C1)C1=CC=2C(C(=N1)OC)=NN(C2)C)O